CC(C)(CC(=O)O)N β-valine